5-amino-N-(cyclopropylmethyl)-8-fluoro-N-(5-(trifluoromethyl)-2,3-dihydro-1H-inden-1-yl)benzo[c][2,6]naphthyridin-9-carboxamide NC1=NC2=C(C3=CN=CC=C13)C=C(C(=C2)F)C(=O)N(C2CCC1=CC(=CC=C21)C(F)(F)F)CC2CC2